O=C1C=2N(CCN1)N=C(C2)C2=CC(=NC=C2)NC(OC(C)(C)C)=O tert-butyl N-(4-[4-oxo-5H,6H,7H-pyrazolo[1,5-a]pyrazin-2-yl]pyridin-2-yl)carbamate